rac-N-((1R,2R)-2-((tert-butyldimethylsilyl)oxy)cyclohexyl)benzo[d]thiazol [Si](C)(C)(C(C)(C)C)O[C@H]1[C@@H](CCCC1)N1CSC2=C1C=CC=C2 |r|